(S)-2-hydroxypropyl hydrogen ((S)-3-hydroxy-2-(5-(4-methoxy-3-propoxyphenyl)pyridin-3-yl)propyl)boronate OC[C@@H](CB(OC[C@H](C)O)O)C=1C=NC=C(C1)C1=CC(=C(C=C1)OC)OCCC